C(C1=CC=CC=C1)O[C@@H](C(=O)N1CCN(CC1)C)[C@H]([C@@H]([C@@H](COCC1=CC=CC=C1)O)OCC1=CC=CC=C1)OCC1=CC=CC=C1 (2R,3S,4R,5R)-2,3,4,6-tetrabenzyloxy-5-hydroxy-1-(4-methylpiperazin-1-yl)hexan-1-one